O=C1N(C=NC2=CC=C(C=C12)C=O)C=1C=NC=CC1 4-oxo-3-(pyridin-3-yl)-3,4-dihydroquinazoline-6-carbaldehyde